1,8-Dibromooctan BrCCCCCCCCBr